O1CCN(CC1)SSC=1SC2=C(N1)C=CC=C2 2-(morpholinodithio)-benzothiazole